NC1=C2N=CN(C2=NC(=N1)F)[C@H]1[C@H]([C@@H]([C@H](O1)CO)O)F (2R,3R,4S,5R)-5-(6-amino-2-fluoropurin-9-yl)-4-fluoro-2-(hydroxymethyl)oxolan-3-ol